ClC1=NC(=CC(=C1)C1=C(N=C(S1)NC(=O)N1C[C@@H](NCC1)CO)C1=CC(=CC=C1)C#N)C (3R)-N-[5-(2-Chloro-6-methyl-4-pyridyl)-4-(3-cyanophenyl)thiazol-2-yl]-3-(hydroxymethyl)piperazin-1-carboxamid